FC=1C=C(C(=O)NO)C=CC1CN(CCC=1C=NC=CC1)C(C)C 3-fluoro-N-hydroxy-4-((isopropyl(2-(pyridin-3-yl)ethyl)amino)methyl)benzamide